4-(2-((4-chloro-2-fluorobenzofuran-7-yl)methoxy)-3-methylphenyl)piperidine ClC1=CC=C(C2=C1C=C(O2)F)COC2=C(C=CC=C2C)C2CCNCC2